3,5-divinylphenyl diisopropyl phosphate P(=O)(OC1=CC(=CC(=C1)C=C)C=C)(OC(C)C)OC(C)C